6-methyl-5,7,9,11,17-pentaazatetracyclo[8.7.0.0^{3,8}.0^{11,15}]heptadeca-1,3(8),4,6,9-pentaen-16-one CC=1N=CC=2C=C3NC(C4CCCN4C3=NC2N1)=O